C(C)OC(=O)C=1C=NC2=CC(=C(C(=C2C1NC(CO)C1=NC=CC=C1)F)Br)OC 6-bromo-5-fluoro-4-((2-hydroxy-1-(pyridin-2-yl)ethyl)amino)-7-methoxyquinoline-3-carboxylic acid ethyl Ester